tert-butyl 4-((2-formyl-6-methylpyridin-3-yloxy)methyl)-1H-indazole-1-carboxylate C(=O)C1=NC(=CC=C1OCC1=C2C=NN(C2=CC=C1)C(=O)OC(C)(C)C)C